1-[1-[2-(difluoro-methoxy)pyridin-4-yl]-2-hydroxyethyl]-3-(3-methylphenyl)urea FC(OC1=NC=CC(=C1)C(CO)NC(=O)NC1=CC(=CC=C1)C)F